2-Methyl-N-[(1R)-1-(1-naphthyl)ethyl]-5-phenyl-benzamide CC1=C(C(=O)N[C@H](C)C2=CC=CC3=CC=CC=C23)C=C(C=C1)C1=CC=CC=C1